COC(=O)C=1SC(=C(N1)C)OC1=C(C=C(C=C1)N1N=C2N(C1=O)[C@H](CC2)C2=CC=CC=C2)F (R)-5-(2-fluoro-4-(3-oxo-5-phenyl-6,7-dihydro-3H-pyrrolo[2,1-c][1,2,4]triazol-2(5H)-yl)phenoxy)-4-methylthiazole-2-carboxylic acid methyl ester